BrC1=CC(=C(C(=C1)[N+](=O)[O-])N[C@H]1[C@H](CCCC1)NC(=O)C1=CC(NC2=NC=CC=C12)=O)C(NC)=O N-((1S,2R)-2-((4-bromo-2-(methylcarbamoyl)-6-nitrophenyl)amino)cyclohexyl)-2-oxo-1,2-dihydro-1,8-naphthyridine-4-carboxamide